2-((2r,3r)-3-aminotetrahydrofuran-2-yl)-3-bromo-5-chloro-N-(thiophen-2-ylmethyl)thieno[3,2-b]pyridin-7-amine N[C@H]1[C@@H](OCC1)C1=C(C2=NC(=CC(=C2S1)NCC=1SC=CC1)Cl)Br